OC(C)(C)C=1C=C(SC1)S(=O)(N)=N 4-(2-hydroxypropan-2-yl)thiophene-2-sulfonimidamide